BrC=1C=C(C(=NC1C1CCC(CC1)(F)F)C(C)(C)C)C 5-Bromo-2-tert-butyl-6-(4,4-difluorocyclohexyl)-3-methyl-pyridine